bis(perfluoro(t-butyl)) carbonate C(OC(C(F)(F)F)(C(F)(F)F)C(F)(F)F)(OC(C(F)(F)F)(C(F)(F)F)C(F)(F)F)=O